2-(2-chloro-N-(2-((5-chloro-2-(4-chloro-1H-1,2,3-triazol-1-yl)phenyl)amino)-2-oxoethyl)acetamido)-3-(2,4-difluorophenyl)propanoic acid tert-butyl ester C(C)(C)(C)OC(C(CC1=C(C=C(C=C1)F)F)N(C(CCl)=O)CC(=O)NC1=C(C=CC(=C1)Cl)N1N=NC(=C1)Cl)=O